N-(2-{3-amino-4-[1-(methoxymethyl)cyclopropoxy]pyrrolidin-1-yl}-5,6,7,8-tetrahydroquinolin-6-yl)-5-chloro-7-ethyl-7H-pyrrolo[2,3-c]pyridazine-3-carboxamide NC1CN(CC1OC1(CC1)COC)C1=NC=2CCC(CC2C=C1)NC(=O)C1=CC2=C(N=N1)N(C=C2Cl)CC